(1R,2S,5S)-3-[(2S,3R)-3-(difluoromethoxy)-2-[(2,2,2-trifluoroacetyl)amino]butanoyl]-6,6-dimethyl-3-azabicyclo[3.1.0]hexane-2-carboxylic acid FC(O[C@@H]([C@@H](C(=O)N1[C@@H]([C@H]2C([C@H]2C1)(C)C)C(=O)O)NC(C(F)(F)F)=O)C)F